C(C(C)C)[C@H]1NC(CCCC1O)C1=NC=C(C=N1)OC(C)C (2R)-2-isobutyl-7-(5-isopropoxypyrimidin-2-yl)azepan-3-ol